(S)-N-((S)-1-((3R,5'S)-5'-cyano-2-oxospiro[indoline-3,3'-pyrrolidine]-1'-yl)-3-(4-fluorophenyl)-1-oxopropan-2-yl)-3,3-dimethyl-2-(2,2,2-trifluoroacetylamino)butanamide C(#N)[C@@H]1C[C@@]2(CN1C([C@H](CC1=CC=C(C=C1)F)NC([C@H](C(C)(C)C)NC(C(F)(F)F)=O)=O)=O)C(NC1=CC=CC=C12)=O